E-glycerin OCC(O)CO